C1(CCCC1)N1N=C(C2=CC=C(C=C12)COC1=CC=C(C=C1)[C@H](CC(=O)O)C)C1=CC=C(C=C1)OC (S)-3-(4-((1-cyclopentyl-3-(4-methoxyphenyl)-1H-indazol-6-yl)methoxy)phenyl)butanoic acid